ClC1=C(C#N)C=C(C(=C1Cl)Cl)Cl 2,3,4,5-tetrachlorobenzonitrile